6-{2-[(tert-butyldiphenylsilyl)oxy]-1-[(3S)-3-methylpiperidin-1-yl]ethyl}-2-{3-[(1r,3s)-3-methyl-1-(4-methyl-1,2,4-triazol-3-yl)cyclobutyl]phenyl}-4-(trifluoromethyl)-3H-isoindol-1-one [Si](C1=CC=CC=C1)(C1=CC=CC=C1)(C(C)(C)C)OCC(N1C[C@H](CCC1)C)C1=CC(=C2CN(C(C2=C1)=O)C1=CC(=CC=C1)C1(CC(C1)C)C1=NN=CN1C)C(F)(F)F